rac-3-(4-(4-(2-(6-(1-(6-(2-hydroxyphenyl)pyridazin-4-yl)-4-methoxypiperidine-4-carbonyl)-2,6-diazaspiro[3.3]heptan-2-yl)ethyl)piperidin-1-yl)phenyl)piperidine-2,6-dione OC1=C(C=CC=C1)C1=CC(=CN=N1)N1CCC(CC1)(C(=O)N1CC2(CN(C2)CCC2CCN(CC2)C2=CC=C(C=C2)[C@@H]2C(NC(CC2)=O)=O)C1)OC |r|